2-(2-nitro-4-fluoro-methyl-benzoyl)-1,3-cyclohexanedione [N+](=O)([O-])C1=C(C(=O)C2C(CCCC2=O)=O)C=CC(=C1C)F